(2,4-dihydroxy-5-methylphenyl)(4-((2-morpholinoethyl)amino)isoindolin-2-yl)methanone OC1=C(C=C(C(=C1)O)C)C(=O)N1CC2=CC=CC(=C2C1)NCCN1CCOCC1